NC=1SC2=C(C1C#N)C(CCC2)=O 2-amino-4-oxo-6,7-dihydro-5H-benzothiophene-3-carbonitrile